OC1=CC(=CC=2C(C3=CC=CC(=C3C(C12)=O)O)=O)C(=O)NC1=CC=C(C=C1)OC 4,5-dihydroxy-N-(4-methoxyphenyl)-9,10-dioxo-9,10-dihydroanthracene-2-carboxamide